tert-butyl 2-(4-(5-(difluoromethyl)-1,3,4-oxadiazol-2-yl)-2-oxopyridin-1(2H)-yl)acetate FC(C1=NN=C(O1)C1=CC(N(C=C1)CC(=O)OC(C)(C)C)=O)F